4-(7-(4-(2-(2-aminopyridin-3-yl)-5-phenyl-3H-imidazo[4,5-b]pyridin-3-yl)benzyl)-2,7-diazaspiro[3.5]nonan-2-yl)pyrimidine-2-carbonitrile NC1=NC=CC=C1C1=NC=2C(=NC(=CC2)C2=CC=CC=C2)N1C1=CC=C(CN2CCC3(CN(C3)C3=NC(=NC=C3)C#N)CC2)C=C1